C(C=C)NCCO 2-(allylamino)ethanol